ClC=1N=CC2=C(N1)N(C(=C2)C)CC=2C(=NC=CN2)N(S(=O)(=O)C)C N-(3-((2-chloro-6-methyl-7H-pyrrolo[2,3-d]pyrimidine-7-yl)methyl)pyrazin-2-yl)-N-methylmethanesulfonamide